3-[(1-methylethyl)sulfonyl]-1,1'-biphenyl CC(C)S(=O)(=O)C=1C=C(C=CC1)C1=CC=CC=C1